CN1C(=NC2=C1C=C(C=C2)B2OC(C(O2)(C)C)(C)C)CCN2C(C=CC=C2)=O 1-(2-(1-methyl-6-(4,4,5,5-tetramethyl-1,3,2-dioxaborolan-2-yl)-1H-benzo[d]imidazol-2-yl)ethyl)pyridin-2(1H)-one